FC=1C(=C(N2N=C(N=CC21)N[C@H]2[C@@H](CN(CC2)S(=O)(=O)C)F)[C@@H](C(F)(F)F)C)C#N 5-fluoro-2-(((3R,4R)-3-fluoro-1-(methylsulfonyl)piperidin-4-yl)amino)-7-((S)-1,1,1-trifluoropropan-2-yl)pyrrolo[2,1-f][1,2,4]triazine-6-carbonitrile